3,3'-[1,4,7-triazecane-1,4-diylbis(methylene)]bis[N-(1,3-dihydroxypropan-2-yl)-2-hydroxy-5-methylbenzamide] N1(CCN(CCNCCC1)CC=1C(=C(C(=O)NC(CO)CO)C=C(C1)C)O)CC=1C(=C(C(=O)NC(CO)CO)C=C(C1)C)O